trans-3-cyclohexyl-4-(4-(4-(dimethoxymethyl)piperidin-1-yl)phenyl)isochroman-7-ol C1(CCCCC1)[C@@H]1OCC2=CC(=CC=C2[C@H]1C1=CC=C(C=C1)N1CCC(CC1)C(OC)OC)O